C(C=C)(=O)OCCC[Si](OCC)(CCCOC(C=C)=O)CCCOC(C=C)=O tris(γ-acryloyloxypropyl)ethoxysilane